8-acetoxyoctanal C(C)(=O)OCCCCCCCC=O